C(C)N1C2CN(CC1CC2)CC=2C=CC(=NC2)N2CN=CC(=C2)F N-(5-((8-ethyl-3,8-diazabicyclo[3.2.1]octan-3-yl)methyl)pyridin-2-yl)-5-fluoropyrimidin